C(#N)CCN(C1CC1)C N-(2-cyanoethyl)-N-methyl-N-cyclopropyl-amine